tert-butyl 2-(((2S,3R)-1,3-bis(benzyloxy)-1-oxobutan-2-yl) carbamoyl)-2-(hydroxymethyl)-5-methylpyrrolidine-1-carboxylate C(C1=CC=CC=C1)OC([C@H]([C@@H](C)OCC1=CC=CC=C1)NC(=O)C1(N(C(CC1)C)C(=O)OC(C)(C)C)CO)=O